ClCCCOP(=O)(OCCCCl)OCCCCl.NC1=CC=C(C=C1)CCC1(OCC(N1)=O)C1=CN(C=C1C1=CC=C(C=C1)F)C1=CC=C(C=C1)Br (4-aminophenyl-ethyl)-2-(1-(4-bromophenyl)-4-(4-fluorophenyl)-1H-pyrrol-3-yl)oxazolidin-4-one tris(chloro-propyl)phosphate